C(C=C)OC(=O)NCCCN(C(OC(C)(C)C)=O)C[C@@H](CNC(=O)OC(C)(C)C)O Tert-butyl N-[3-(allyloxycarbonylamino)propyl]-N-[(2R)-3-(tertbutoxycarbonylamino)-2-hydroxypropyl]carbamate